N1=CC=C(C=C1)COC1=CC=C(C=C1)C=1N=CN(C1)C(=O)OCCCC butyl 4-(4-(pyridin-4-ylmethoxy)phenyl)-1H-imidazole-1-carboxylate